3-(4-Hydroxyphenyl)-1-(2-hydroxy-6-phenylmethoxyphenyl)prop-2-en-1-one OC1=CC=C(C=C1)C=CC(=O)C1=C(C=CC=C1OCC1=CC=CC=C1)O